COC=1C=C(CC2=C(C=C(C(=C2)OC)OC)CC(=O)O)C=CC1OC 2-(2-(3,4-dimethoxybenzyl)-4,5-dimethoxyphenyl)acetic acid